4-chloro-6-methyl-2-(1H-pyrazol-4-yl)thieno[2,3-d]pyrimidine ClC=1C2=C(N=C(N1)C=1C=NNC1)SC(=C2)C